C[C@H]1N([C@H](CN(C1)C1=NC=CC(=C1)B1OC(C(O1)(C)C)(C)C)C)CCN1CCN(CC1)C(=O)OC(C)(C)C tert-butyl 4-[2-[(2R,6S)-2,6-dimethyl-4-[4-(4,4,5,5-tetramethyl-1,3,2-dioxaborolan-2-yl)-2-pyridyl]piperazin-1-yl]ethyl]piperazine-1-carboxylate